4-methyl-piperazine-1-carbonyl chloride CN1CCN(CC1)C(=O)Cl